N-[4-[(3-iodo-7-morpholino-1,6-naphthyridin-5-yl)oxy]cyclohexyl]-N-methyl-pyrimidin-2-amine IC=1C=NC2=CC(=NC(=C2C1)OC1CCC(CC1)N(C1=NC=CC=N1)C)N1CCOCC1